N-[2-[2-(2-aminoethoxy)ethoxy]ethyl]-2-[3-(dibenzylamino)-2-fluoro-1,1-dimethyl-propoxy]acetamide NCCOCCOCCNC(COC(C(CN(CC1=CC=CC=C1)CC1=CC=CC=C1)F)(C)C)=O